(S)-N'-((1,2,3,5,6,7-hexahydro-s-indacen-4-yl)carbamoyl)-4-(2-methyl-1-(methylamino)propan-2-yl)benzenesulfonimidamide C1CCC2=C(C=3CCCC3C=C12)NC(=O)N=[S@@](=O)(N)C1=CC=C(C=C1)C(CNC)(C)C